3-((3'-(5-(Hydroxymethyl)picolinamido)-2,2'-dimethyl-[1,1'-biphenyl]-3-yl)carbamoyl)benzenesulfonyl fluoride OCC=1C=CC(=NC1)C(=O)NC=1C(=C(C=CC1)C1=C(C(=CC=C1)NC(=O)C=1C=C(C=CC1)S(=O)(=O)F)C)C